OCC(CO)OCC(COC(CO)CO)NC(NCCCCCC(=O)O)=O 6-(3-(1,3-bis((1,3-dihydroxypropan-2-yl)oxy)propan-2-yl)ureido)hexanoic acid